(1R,2R)-1-((2R,3R,4S,6R)-4-acetoxy-3-(N-(tert-butoxycarbonyl)acetamido)-6-(methoxycarbonyl)-6-(p-tolylthio)tetrahydro-2H-pyran-2-yl)-3-azidopropane-1,2-diyl diacetate C(C)(=O)O[C@H]([C@@H](CN=[N+]=[N-])OC(C)=O)[C@@H]1O[C@](C[C@@H]([C@H]1N(C(C)=O)C(=O)OC(C)(C)C)OC(C)=O)(SC1=CC=C(C=C1)C)C(=O)OC